1-(((3-methylpyridin-2-yl)oxy)methyl)cyclopropanamine CC=1C(=NC=CC1)OCC1(CC1)N